N1C=NC(=C1)COC1=C(C=CC=C1)C=1C(=NNC1)C 4-(2-((1H-imidazol-4-yl)methoxy)phenyl)-3-methyl-1H-pyrazole